C[C@@H]1N([C@@H](CNC1)C)C(CC1=CC=C(C=C1)NC(=O)NCC1=CC=C(C=C1)Cl)=O N-{4-[2-((2S,6R)-2,6-dimethylpiperazinyl)-2-oxoethyl]phenyl}{[(4-chlorophenyl)methyl]amino}carboxamide